CNCCOC1=CC=CC2=CC=CC=C12 N-methyl-2-(naphthalen-1-yloxy)ethan-1-amine